S1C(=CC=C1)CN(C(=O)OCOCCC(CCOCOC(=O)N(CC=1SC=CC1)CC=1SC=CC1)N(C)C)CC=1SC=CC1 1-[bis(2-thienylmethyl)aminocarbonyloxymethoxy]-5-[bis(2-thienylmethyl)aminocarbonyloxymethoxy]-3-(dimethylamino)pentane